tert-butyl 1-(4-(cyclopropylidenemethyl) phenyl)-3-(2-methoxy-2-oxoethyl)-1,4,6,7-tetrahydro-5H-pyrazolo[4,3-c]pyridine-5-carboxylate C1(CC1)=CC1=CC=C(C=C1)N1N=C(C=2CN(CCC21)C(=O)OC(C)(C)C)CC(=O)OC